5-butyl-5-ethyl-furan-2-one C(CCC)C1(C=CC(O1)=O)CC